Cl[Si](C)(C)C chlorotrimethyl-silane